OC1=C(C=CC(=C1)OC)C(/C=C/C1=CC=C(C=C1)NC(C)=O)=O N-[4-[(E)-3-(2-Hydroxy-4-methoxyphenyl)-3-oxoprop-1-enyl]phenyl]acetamide